allylhexanoate C(C=C)OC(CCCCC)=O